C(#N)C(CCC(=O)O)(C)S(=O)(=O)C(=S)S(=O)(=O)CCCCCCCCCCCC 4-cyano-4-[(dodecylsulfonylthiocarbonyl)sulfonyl]pentanoic acid